1-trimethoxysilylethyldimethylsilyl-3-(diethylamino)(methyldimethoxysilylpropylamino)methylsilylethyldimethylsilylbenzene CO[Si](C(C)C=1C(=C(C(=C(C1)[SiH](C)C)CC[SiH2]CNCCC[Si](OC)(OC)C)N(CC)CC)[SiH](C)C)(OC)OC